(R-1-aminoethyl)-5-cyclopropylimidazoline-2,4-dione N[C@@H](C)N1C(NC(C1C1CC1)=O)=O